dopamine-d4-HCl Cl.N(C(CC1=CC(O)=C(O)C=C1)([2H])[2H])([2H])[2H]